COC(N[C@H](C(=O)NC=1C(N(C=CC1)CC1=NC2=C(N1CCC1CC1)C=C(C(=C2)F)F)=O)CC\C=C\C(=O)N(C)C)=O Methyl-(S,E)-(1-((1-((1-(2-cyclopropylethyl)-5,6-difluoro-1H-benzo[d]imidazol-2-yl)methyl)-2-oxo-1,2-dihydropyridin-3-yl)amino)-7-(dimethylamino)-1,7-dioxohept-5-en-2-yl)carbamat